BrC=1C=NN(C1)C1=C(C(=CC=C1)F)[N+](=O)[O-] 4-bromo-1-(3-fluoro-2-nitro-phenyl)pyrazole